N1=C(C=CC=2CCCNC12)CCCCN(CCCC(=O)O)CCOCC(F)(F)F 4-((4-(5,6,7,8-tetrahydro-1,8-naphthyridin-2-yl)butyl)(2-(2,2,2-trifluoroethoxy)ethyl)amino)butanoic acid